8-amino-1-methyl-3,4-dihydroquinolin-2(1H)-one NC=1C=CC=C2CCC(N(C12)C)=O